4-(1-menthoxy)butane-1-ol C1(CCC(CC1)C(C)C)(C)OCCCCO